ClC=1C=CC(=C(C1)C1=NN(C=C1NC(=O)C=1C=NN2C1N=CC=C2)CC(CO)O)OC N-(3-(5-chloro-2-methoxyphenyl)-1-(2,3-dihydroxypropyl)-1H-pyrazol-4-yl)pyrazolo[1,5-a]pyrimidine-3-carboxamide